tert-butyl 4-(2,6-dichloro-7-(2-fluoro-6-methoxyphenyl)pyrido[2,3-d]pyrimidin-4-yl)piperazin-1-carboxylate ClC=1N=C(C2=C(N1)N=C(C(=C2)Cl)C2=C(C=CC=C2OC)F)N2CCN(CC2)C(=O)OC(C)(C)C